2,2-diphenyl-13-hydroxy-2H,13H-indeno[1',2':4,3]naphtho[1,2-b]pyran C1(=CC=CC=C1)C1(C=C2C(OC1)C=1C=CC=CC1C1=C2C(C=2C=CC=CC21)O)C2=CC=CC=C2